CN1CCN(CC1)C1=NC=CC(=C1)NC(/C=C/C(=O)OCC)=O (E)-ethyl 4-((2-(4-methylpiperazin-1-yl)pyridine-4-yl)amino)-4-oxobut-2-enoate